[NH3+]CCCOCCOCCOCCCNC(CC[N+]1=CC=C(C=C1)/C=N/O)=O (E)-1-(1-Ammonio-15-oxo-4,7,10-trioxa-14-azaheptadecan-17-yl)-4-((hydroxyimino)methyl)-pyridin-1-ium